6-cyano-N-(2-isopropyl-6-morpholino-1-oxoisoindolin-5-yl)pyrazolo[1,5-a]pyrimidine-3-carboxamide C(#N)C=1C=NC=2N(C1)N=CC2C(=O)NC=2C=C1CN(C(C1=CC2N2CCOCC2)=O)C(C)C